OC1=CC=C2C(NN=C(C2=C1)CC=1C=C(C(=O)N2CCN(CC2)C2=NC=C(C#N)C=C2)C=CC1)=O 6-(4-(3-((7-hydroxy-4-oxo-3,4-dihydrophthalazin-1-yl)methyl)benzoyl)piperazin-1-yl)nicotinonitrile